zirconium N,N-dibutyl-3-oxoheptanamide C(CCC)N(C(CC(CCCC)=O)=O)CCCC.[Zr]